2-(3-((hydroxy azetidin-3-yl)methyl)-2-oxoimidazolidin-1-yl)-4,6-bis(trifluoromethyl)phenyl (3-chloro-2,4-difluorophenyl)(methyl)carbamate ClC=1C(=C(C=CC1F)N(C(OC1=C(C=C(C=C1C(F)(F)F)C(F)(F)F)N1C(N(CC1)CC1CN(C1)O)=O)=O)C)F